C(C)(=O)C1=NNC(C2=CC=CC=C12)=O 4-acetyl-2H-phthalazin-1-one